1-(2-methoxyethyl)-4-(4,4,5,5-tetramethyl-1,3-dioxolan-2-yl)-1H-pyrrolo[2,3-b]pyridine COCCN1C=CC=2C1=NC=CC2C2OC(C(O2)(C)C)(C)C